FC1=NC=CC=C1 FLUOROPYRIDINE